5-((3-isopropylphenyl)amino)pyrido[3,4-e][1,2,4]triazolo[4,3-c]pyrimidine-3-carboxylic acid C(C)(C)C=1C=C(C=CC1)NC1=NC2=C(C=3N1C(=NN3)C(=O)O)C=NC=C2